NC1=NC(=NC(=C1N(C(OC)=O)CC(F)(F)F)N)C1=NN(C2=NC=C(C=C21)F)CC2=C(C=CC=C2)F methyl {4,6-diamino-2-[5-fluoro-1-(2-fluorobenzyl)-1H-pyrazolo[3,4-b]pyridin-3-yl]pyrimidin-5-yl}(2,2,2-trifluoroethyl)carbamate